tert-butyl (3S)-3-[(8-carbamoyl-6-{4-[(4-fluorooxan-4-yl)methyl]phenyl}pyrido[3,2-d]pyrimidin-4-yl)amino]piperidine-1-carboxylate C(N)(=O)C1=CC(=NC2=C1N=CN=C2N[C@@H]2CN(CCC2)C(=O)OC(C)(C)C)C2=CC=C(C=C2)CC2(CCOCC2)F